2-[1-(4-fluorophenyl)-1H-pyrazol-4-yl]acetic acid FC1=CC=C(C=C1)N1N=CC(=C1)CC(=O)O